N-[(3-Methyl-2-nitro-imidazol-4-yl)methyl]-N-[7-morpholino-5-[4-(pyrazolo[1,5-a]pyrimidin-5-ylamino)cyclohexoxy]-1,6-naphthyridin-3-yl]methanesulfonamide CN1C(=NC=C1CN(S(=O)(=O)C)C=1C=NC2=CC(=NC(=C2C1)OC1CCC(CC1)NC1=NC=2N(C=C1)N=CC2)N2CCOCC2)[N+](=O)[O-]